5-METHOXYBENZIMIDAZOLE-2-CARBOXALDEHYDE COC1=CC2=C(N=C(N2)C=O)C=C1